NC[C@@]1(OC2=C([C@@H]1O)C(=C(C=C2)Cl)C2=C(C(=O)N)C=CC(=C2F)OC)C=2C(NC=CC2)=O ((2S,3S,4S)-2-(aminomethyl)-5-chloro-3-hydroxy-2-(2-oxo-1,2-dihydropyridin-3-yl)-2,3-dihydrobenzofuran-4-yl)-3-fluoro-4-methoxybenzamide